NC1=C2C(=NC=N1)N(N=C2C2=CC(=C(C=C2)NC(=O)NC2=CC(=C(C=C2)CN2CCN(CC2)C)F)F)C2CC2 1-(4-(4-amino-1-cyclopropyl-1H-pyrazolo[3,4-d]pyrimidin-3-yl)-2-fluorophenyl)-3-(3-fluoro-4-((4-methylpiperazin-1-yl)methyl)phenyl)urea